2-[4-[(E)-3-(4-Hydroxyphenyl)-3-oxoprop-1-enyl]phenoxy]acetonitrile OC1=CC=C(C=C1)C(/C=C/C1=CC=C(OCC#N)C=C1)=O